N1=CC(=CC=C1)C1(OC(=C(C1=O)O)N)C 2-(3-pyridinyl)-2-methyl-4-hydroxy-5-amino-3(2H)-furanone